((4bR,9bR)-1-amino-7-((R)-1-cyclopropylethyl)-4b-hydroxy-10-oxo-4b,10-dihydro-9bH-indeno[1,2-b]benzofuran-9b-yl)carbamic acid tert-butyl ester C(C)(C)(C)OC(N[C@]12[C@](OC3=C1C=CC(=C3)[C@H](C)C3CC3)(C3=CC=CC(=C3C2=O)N)O)=O